FC=1C=C2C3=C(NC2=CC1)[C@H](N([C@@H](C3)C)C[C@H](C(=O)OC)C)C3=C(C(=CC=C3F)OCCO)C methyl (R)-3-((1R,3R)-6-fluoro-1-(6-fluoro-3-(2-hydroxyethoxy)-2-methylphenyl)-3-methyl-1,3,4,9-tetrahydro-2H-pyrido[3,4-b]indol-2-yl)-2-methylpropionate